ethyl cis-2-(5-amino-2-chlorophenyl)cyclopropane-1-carboxylate NC=1C=CC(=C(C1)[C@@H]1[C@@H](C1)C(=O)OCC)Cl